C1(CC1)N(C1=NC=NC(=C1F)NCC1=NC=C(N=C1)C)CC1=CC=C(C=C1)C(F)(F)F N4-cyclopropyl-5-fluoro-N6-[(5-methylpyrazin-2-yl)methyl]-N4-[[4-(trifluoromethyl)phenyl]methyl]pyrimidine-4,6-diamine